O1C=CC2=C1C=CC(=C2)C2=C1C(=NN2CC=2C=NC=CC2)CN(C1)C(=O)OC(C)(C)C tert-butyl 3-(benzofuran-5-yl)-2-(pyridin-3-ylmethyl)-2,6-dihydropyrrolo[3,4-c]pyrazole-5(4H)-carboxylate